CC1(OCN2C1CCCC2)C 1,1-dimethyltetrahydro-1H-oxazolo[3,4-a]Pyridine